(p-butyl-oxyphenyl)triphenylboron tert-butyl-(S)-2-((tert-butyldimethylsilyloxy)methyl)-3-cyclopropyl-5-oxo-5,6-dihydropyridine-1(2H)-carboxylate C(C)(C)(C)OC(=O)N1[C@@H](C(=CC(C1)=O)C1CC1)CO[Si](C)(C)C(C)(C)C.C(CCC)OC1=CC=C(C=C1)C1=C(C=CC=C1)B(C1=CC=CC=C1)C1=CC=CC=C1